[(3-fluorophenyl)methoxy]-6,7-dihydro-thiazolo[5,4-c]pyridin-4(5H)-one trifluoroacetate FC(C(=O)O)(F)F.FC=1C=C(C=CC1)COC=1SC=2C(NCCC2N1)=O